BrC(C(F)(F)F)(C(=O)OCC)OC1=CC=C(C2=C1N=C(O2)N2CC1N(C(C2)C1)C(=O)OC(C)(C)C)C=1SC=CN1 tert-Butyl 3-(4-((2-bromo-3-ethoxy-1,1,1-trifluoro-3-oxopropan-2-yl)oxy)-7-(thiazol-2-yl)benzo[d]oxazol-2-yl)-3,6-diazabicyclo[3.1.1]heptane-6-carboxylate